O1COCCC1.[Cl] Chlorine (m-dioxane)